tert-Butyl 3-(2-(2,5-dioxo-3,4-bis(phenylthio)-2,5-dihydro-1H-pyrrol-1-yl)ethoxy)propanoate O=C1N(C(C(=C1SC1=CC=CC=C1)SC1=CC=CC=C1)=O)CCOCCC(=O)OC(C)(C)C